hexahydrocycloprop[b]pyrrolizine C1C2=CC3CCCN3C21